C(C)OC=1C=C(C=CC1OC)C1=CN=CC(=N1)C=1CB(OC1)O 4-(6-(3-Ethoxy-4-methoxyphenyl)pyrazin-2-yl)-1,2-oxaborol-2-ol